diisobutyl-perylene C(C(C)C)C1=C(C=2C=3C=CC=C4C=CC=C(C5=CC=CC(=C1)C52)C43)CC(C)C